3-(trifluoromethyl)pyridine-4-thiol FC(C=1C=NC=CC1S)(F)F